6,10-dioxa-spiro-[4.5]-decan-7,9-dione C1CCCC12OC(CC(O2)=O)=O